1-(5-fluoro-2-(1-(2-fluorobenzyl)-5-(isoxazol-3-yl)-1H-pyrazol-3-yl)pyrimidin-4-yl)-3-methylpiperidine-2-carboxamide FC=1C(=NC(=NC1)C1=NN(C(=C1)C1=NOC=C1)CC1=C(C=CC=C1)F)N1C(C(CCC1)C)C(=O)N